N1C(=NC2=C1C=CC=C2)C2=CC(=NN2C)C2=NC(=CC=C2C(=O)N)Cl [5-(1H-benzimidazol-2-yl)-1-methyl-pyrazol-3-yl]-6-chloro-pyridine-3-carboxamide